((1R,5S,6R)-3-(6-((2-amino-3-chloropyridin-4-yl)thio)pyrido[2,3-b]pyrazin-2-yl)-3-azabicyclo[3.1.1]heptan-6-yl)carbamic acid tert-butyl ester C(C)(C)(C)OC(NC1[C@@H]2CN(C[C@H]1C2)C=2N=C1C(=NC2)N=C(C=C1)SC1=C(C(=NC=C1)N)Cl)=O